1,1-dimethylcyclopentane CC1(CCCC1)C